C(CC1=CC=CC=C1)OC(\C=C\C1=C(C=CC=C1)O)=O.ClC=1C=CC(=C(C1)NC(C(=O)NC(C)CC1=CC=C(C=C1)N1C(CN(CC1)C1CCOCC1)=O)=O)N1N=NN=C1 2-(2-((5-chloro-2-(1H-tetrazol-1-yl)phenyl)amino)-2-oxoacetamido)-3-(4-(4-(tetrahydro-2H-pyran-4-yl)-2-oxopiperazin-1-yl)phenyl)propan (E)-phenethyl-3-(2-hydroxyphenyl)acrylate